CC=1C=C2C(C(NC2=CC1)=O)=NN=C1SCC(N1C1=CC(=CC=C1)C(F)(F)F)=O 5-methyl-3-(2-(3-(3-trifluoromethylphenyl)-4-oxothiazolidine-2-ylidene)hydrazono)-1H-indol-2-one